N,N'-methylenedi(prop-2-enamide) C(NC(C=C)=O)NC(C=C)=O